ClC1=NC(=C(C(=N1)N1C[C@@H](N(CC1)C(=O)[O-])CC#N)[N+](=O)[O-])C[C@@]1(CCCC2=CC=CC=C12)C(=O)OC (S)-4-(2-chloro-6-(((R)-1-(methoxycarbonyl)-1,2,3,4-tetraHydronaphthalen-1-yl)methyl)-5-nitropyrimidin-4-yl)-2-(cyanomethyl)piperazine-1-carboxylate